[1,4]OXAZEPINO[2,3-C]QUINOLINONE N1C(C=COC=2C=NC=3C=CC=CC3C21)=O